N,N-diethyl-4-(2-((4-sulfamoylphenyl)amino)thiazol-4-yl)benzenesulfonamide C(C)N(S(=O)(=O)C1=CC=C(C=C1)C=1N=C(SC1)NC1=CC=C(C=C1)S(N)(=O)=O)CC